N1(C=CC2=CC=CC=C12)CC(C)=O indol-1-ylpropan-2-one